FP(=O)(N=C=O)N=C=O fluorophosphoryl isocyanate